N-{[5-chloro-6-(5-isopropenyl-2-pyrazinyl)-2-indolyl]methyl}1-methylcyclopropanecarboxamide ClC=1C=C2C=C(NC2=CC1C1=NC=C(N=C1)C(=C)C)CNC(=O)C1(CC1)C